2'-(4-bromo-3-methylphenyl)-7'-methylspiro[cyclopentane-1,9'-fluorene] BrC1=C(C=C(C=C1)C1=CC=2C3(C4=CC(=CC=C4C2C=C1)C)CCCC3)C